3-hydroxy-β-ionone CC1=C(C(CC(C1)O)(C)C)/C=C/C(=O)C